O=C1OC(=C(C2=CC=CC=C12)C1=CC=CC=C1)C(=O)N 1-oxo-4-phenyl-1H-isochromene-3-carboxamide